ethyl 3-chloro-1H-pyrazole-5-carboxylate ClC1=NNC(=C1)C(=O)OCC